NCC1(CC1)C=1C=CC(=C(N)C1)OC 5-(1-(aminomethyl)cyclopropyl)-2-methoxyaniline